C1=NC=CC2=CC(=CC=C12)CN1CCC2(CC1)COC1=C3CN(C(C3=CC=C12)=O)C1C(NC(CC1)=O)=O 3-(1'-(isoquinolin-6-ylmethyl)-6-oxo-6,8-dihydro-2H,7H-spiro[furo[2,3-e]isoindole-3,4'-piperidin]-7-yl)piperidine-2,6-dione